N-(((2S,5R)-6-(phenylmethyloxy)-7-oxo-1,6-diazabicyclo[3.2.1]oct-2-yl)(imino)methyl)-2-(pyridin-3-yl)acetamide C1(=CC=CC=C1)CON1[C@@H]2CC[C@H](N(C1=O)C2)C(NC(CC=2C=NC=CC2)=O)=N